N-(2-(1-(3-cyanoimidazo[1,2-a]pyridin-6-yl)-2-(6-methylpyridin-2-yl)-1H-imidazole-4-yl)propan-2-yl)-2-fluorobenzamide C(#N)C1=CN=C2N1C=C(C=C2)N2C(=NC(=C2)C(C)(C)NC(C2=C(C=CC=C2)F)=O)C2=NC(=CC=C2)C